2-bromo-5-(trifluoromethoxy)benzaldehyde BrC1=C(C=O)C=C(C=C1)OC(F)(F)F